The molecule is a member of the class of azabicycloalkanes that is 1-azabicyclo[3.2.0]heptan-7-one substituted at positions 3 and 6 by (2-aminoethyl)thio and methyl groups respectively. It is a beta-lactam, an aliphatic sulfide, an azabicycloalkane and a primary amino compound. CC1C2CC(CN2C1=O)SCCN